COC1=NC=C(C(=N1)OC)C=1C=C2C(=NC=NN2C1)N1CC(CC1)OCCN1CCCCC1 6-(2,4-dimethoxypyrimidin-5-yl)-4-[3-[2-(1-piperidyl)ethoxy]pyrrolidin-1-yl]pyrrolo[2,1-f][1,2,4]triazine